N[C@@]1(CN(CC1)C1=C(C(=NC=C1C(=O)N[C@@H](C)C1CC1)C#N)C1=CC(=CC=C1)OC(F)F)C 4-((S)-3-amino-3-methylpyrrolidin-1-yl)-6-cyano-N-((S)-1-cyclopropylethyl)-5-(3-(difluoromethoxy)phenyl)nicotinamide